C/C(/C(=O)[O-])=C\C(=O)[O-] E-2-methylbut-2-endioate